BrC=1N=C(C(N(C1)C(C(=O)NC)C)=O)N1[C@@H](COCC1)C 2-(5-bromo-3-((R)-3-methylmorpholino)-2-oxopyrazin-1(2H)-yl)-N-methylpropanamide